BrC1=NC(=CC=C1O[C@H]1C[C@H](CC1)NC(OC(C)(C)C)=O)I tert-Butyl ((1S,3R)-3-((2-bromo-6-iodopyridin-3-yl)oxy)cyclopentyl)carbamate